C(C)(C)(C)OC(=O)NCCC1=CC=C(C(=O)OC)C=C1 Methyl 4-(2-((tert-butoxycarbonyl)amino)ethyl)benzoate